NC[C@@H]1[C@@H]([C@@H]([C@H]2[C@H](OCCN2C(C)=O)O1)O)O ((4aR,6R,7R,8R,8aS)-6-(aminomethyl)-7,8-dihydroxyhexahydro-1H,6H-pyrano[2,3-b][1,4]oxazin-1-yl)ethan-1-one